2-cyclopropyl-1-(2-(4-phenyl-1H-imidazol-2-yl)piperidin-1-yl)ethan-1-one C1(CC1)CC(=O)N1C(CCCC1)C=1NC=C(N1)C1=CC=CC=C1